Cl.COC(=O)[C@H]1N=C(CC1)C1=CC=C(C=C1)O (S)-5-(4-hydroxyphenyl)-3,4-dihydro-2H-pyrrole-2-carboxylic acid methyl ester hydrochloride